Cl[Al](C)C monochlorodimethyl-aluminum